FC1=CC(=C(C=C1)C=CC)OC 4-fluoro-2-methoxy-1-(prop-1-en-1-yl)benzene